N1(CCC1)C1=C(C(=C(C#N)C(=C1)OC1CC1)C1=C(C=NN1C)Br)F 4-(azetidin-1-yl)-2-(4-bromo-1-methyl-1H-pyrazol-5-yl)-6-cyclopropoxy-3-fluorobenzonitrile